OC1=C2C3=C(C(OC2=CC(=C1)O)=O)C1=C(O3)C=C(C(=C1)O)O 1,3,8,9-tetrahydroxybenzofurano[3,2-c]chromen-6-one